[2-[4-[4-[2-chloro-4-[[5-(2,3-difluoro-4-methoxy-phenyl)-1-methyl-imidazole-2-carbonyl]amino]benzoyl]piperazine-1-carbonyl]-1-piperidyl]-2-oxo-ethyl]-trimethyl-ammonium ClC1=C(C(=O)N2CCN(CC2)C(=O)C2CCN(CC2)C(C[N+](C)(C)C)=O)C=CC(=C1)NC(=O)C=1N(C(=CN1)C1=C(C(=C(C=C1)OC)F)F)C